N1=CC=C(C=C1)C1=C(C=CC=C1)C1=C(C(=NC(=C1N1C2=CC=CC=C2C=2C=C(C=CC12)C)N1C2=CC=CC=C2C=2C=C(C=CC12)C)N1C2=CC=CC=C2C=2C=C(C=CC12)C)N1C2=CC=CC=C2C=2C=C(C=CC12)C 9,9',9'',9'''-(4-(2-(pyridin-4-yl)phenyl)pyridine-2,3,5,6-tetrayl)tetrakis(3-methyl-9H-carbazole)